(S)-1-(3-chloro-1H-pyrrolo[2,3-b]pyridine-2-carbonyl)-N-(3,4,5-trifluorophenyl)pyrrolidine-3-carboxamide ClC1=C(NC2=NC=CC=C21)C(=O)N2C[C@H](CC2)C(=O)NC2=CC(=C(C(=C2)F)F)F